[3-[6-[3-Hydroxy-3-(trifluoromethyl)pyrrolidin-1-yl]-3-pyridyl]azetidin-1-yl]-[rac-(3S)-3-(1H-1,2,4-triazol-5-yl)pyrrolidin-1-yl]methanone OC1(CN(CC1)C1=CC=C(C=N1)C1CN(C1)C(=O)N1C[C@H](CC1)C1=NC=NN1)C(F)(F)F |r|